O[C@@H]1[C@H](O)[C@H](O)[C@H](O1)CO α-D-(-)-ribose